2-chloroethanethiol ClCCS